(R)-N-((R)-2-(2-Methoxyphenyl)-1-(Thiophen-2-Yl)Ethyl)-2-Methylpropane-2-Sulfinamide COC1=C(C=CC=C1)C[C@H](C=1SC=CC1)N[S@](=O)C(C)(C)C